S-(2-Methyl-3-furyl) ethanethioate C(C)(SC1=C(OC=C1)C)=O